1,3-Di-tert-butyl-5-chloro-9-methyl-9-phenyl-9H-fluoren C(C)(C)(C)C1=CC(=CC=2C3=C(C=CC=C3C(C12)(C1=CC=CC=C1)C)Cl)C(C)(C)C